N-[1-[6-(2,4-dioxo-1H-pyrimidin-5-yl)imidazo[1,2-b]pyridazin-8-yl]-4,4-difluoro-pyrrolidin-3-yl]acetamide O=C1NC=C(C(N1)=O)C=1C=C(C=2N(N1)C=CN2)N2CC(C(C2)(F)F)NC(C)=O